CC=1C=CC2=C(N=C(O2)C2=CC=C(C3=CC=CC=C23)C=2OC3=C(N2)C=C(C=C3)C)C1 1,4-bis(5-methyl-2-benzoxazolyl)naphthalene